CC1N(CC1)C1=NC(=CC(=N1)C1=NOC=N1)C(F)(F)F 3-(2-(methylazetidin-1-yl)-6-(trifluoromethyl)pyrimidin-4-yl)-1,2,4-oxadiazole